3-[(2-chloro-4-fluorophenyl)methyl]-4-[(2-chloro-6-fluorophenyl)methyl]-4,5-dihydro-1,2,4-oxadiazol-5-one ClC1=C(C=CC(=C1)F)CC1=NOC(N1CC1=C(C=CC=C1F)Cl)=O